ClC=1C=C2C(N3C(=NC2=CC1OC)[C@H]1CCCN([C@@H]1CC3)C)=O |r| (±)-(4aR,13bS)-10-chloro-11-methoxy-4-methyl-1,2,3,4,4a,5,6,13b-octahydro-8H-[1,6]naphthyridino[5,6-b]quinazolin-8-one